BrS1C=C(C2=C1C=CC=C2)Cl 1-bromo-3-chlorobenzothiophene